(R)-N-((4-ethynylthiophen-2-yl)methyl)-2-(9-(pyridin-2-yl)-6-oxaspiro[4.5]decan-9-yl)ethanamine hydrochloride Cl.C(#C)C=1C=C(SC1)CNCC[C@]1(CCOC2(CCCC2)C1)C1=NC=CC=C1